(R)-2-(2-fluorophenyl)oxirane FC1=C(C=CC=C1)[C@H]1OC1